C(N)(=O)C=1C(=NN2C1NCC[C@H]2C2CCN(CC2)C2CN(C2)C(=O)OC(C)(C)C)C2=CC=C(C=C2)OC2=CC=CC=C2 tert-butyl 3-[4-[(7S)-3-carbamoyl-2-(4-phenoxyphenyl)-4,5,6,7-tetrahydropyrazolo[1,5-a]pyrimidin-7-yl]-1-piperidyl]azetidine-1-carboxylate